ClC1=C(C=CC(=C1)OC1=NC=NC2=CC(=C(C=C12)OC)OCCCN1CCCC1)NC(=O)NC1=CC=CC=C1 1-(2-chloro-4-((6-methoxy-7-(3-(pyrrolidin-1-yl)propoxy)quinazolin-4-yl)oxy)phenyl)-3-phenylurea